5-(2-fluoro-6-methoxyphenyl)-3-(6-(4-methylpiperazin-1-yl)pyridin-3-yl)-1H-pyrazolo[4,3-c]pyridazin-6(5H)-one FC1=C(C(=CC=C1)OC)N1N=C2C(=CC1=O)NN=C2C=2C=NC(=CC2)N2CCN(CC2)C